4-(5-(3'-chloro-5-fluoro-2-methoxy-4'-(3-methyl-2-oxoimidazolidin-1-yl)-[1,1'-biphenyl]-3-yl)-2-(hydroxymethyl)pyridin-3-yl)piperazine-1-carboxylic acid tert-butyl ester C(C)(C)(C)OC(=O)N1CCN(CC1)C=1C(=NC=C(C1)C=1C(=C(C=C(C1)F)C1=CC(=C(C=C1)N1C(N(CC1)C)=O)Cl)OC)CO